7-(Methyl(3-oxo-3-(4-(5-(trifluoromethyl)pyrimidin-2-yl)piperazin-1-yl)propyl)amino)-4-(trifluoromethyl)-2,5,6,7-tetrahydro-3H-cyclopenta[c]pyridazin-3-one CN(C1CCC=2C1=NNC(C2C(F)(F)F)=O)CCC(N2CCN(CC2)C2=NC=C(C=N2)C(F)(F)F)=O